FC(C(=O)O)(F)F.N1(CCC1)CC1=C(CNC2=CC(=C(C(=C2)F)S(=O)(=O)NC=2N=CSC2)F)C(=CC=C1)Cl 4-((2-(azetidin-1-ylmethyl)-6-chlorobenzyl)amino)-2,6-difluoro-N-(thiazol-4-yl)benzenesulfonamide 2,2,2-trifluoroacetate